(R)-3-hydroxy-1-methyl-3-[5-[6-(2-methylsulfonylpyrimidin-4-yl)-2-pyridyl]isoxazol-3-yl]pyrrolidin-2-one O[C@@]1(C(N(CC1)C)=O)C1=NOC(=C1)C1=NC(=CC=C1)C1=NC(=NC=C1)S(=O)(=O)C